allyl alcohol sodium salt [Na].C(C=C)O